C[C@H](CCC(=O)[O-])[C@H]1CC[C@@H]2[C@@]1([C@H](C[C@H]3[C@H]2CC[C@H]4[C@@]3(CCC(=O)C4)C)O)C The molecule is a bile acid anion that is the conjugate base of 12alpha-hydroxy-3-oxo-5beta-cholan-24-oic acid, obtained by deprotonation of the carboxy group; major species at pH 7.3. It is a conjugate base of a 12alpha-hydroxy-3-oxo-5beta-cholan-24-oic acid.